2-(3-aminoprop-1-yn-1-yl)-4-(2,6-diazaspiro[3.3]heptane-2-carbonyl)benzoic acid methyl ester COC(C1=C(C=C(C=C1)C(=O)N1CC2(C1)CNC2)C#CCN)=O